trihexyltetradecylphosphonium bis(2,4,4-trimethylpentyl)phosphate CC(COP(=O)(OCC(CC(C)(C)C)C)[O-])CC(C)(C)C.C(CCCCC)[P+](CCCCCCCCCCCCCC)(CCCCCC)CCCCCC